C(C)(C)(C)S(=O)(=O)N (R)-tert-butylsulfonamide